C(C(C)C)C1C(CC2N(CCC3=CC(=C(C=C23)OC([2H])([2H])[2H])OC([2H])([2H])[2H])C1)O 3-isobutyl-9,10-di(methoxy-d3)-1,3,4,6,7,11b-hexahydro-2H-pyrido[2,1-a]isoquinolin-2-ol